(R)-3-[2-[3-(4-Amino-2-methyl-pteridin-6-yl)phenyl]ethynyl]-3-hydroxy-1-methyl-pyrrolidin-2-one NC1=NC(=NC2=NC=C(N=C12)C=1C=C(C=CC1)C#C[C@]1(C(N(CC1)C)=O)O)C